C(O)C(CCCCCCC)(CO)CO trimethyloloctan